(3S,4S,5S)-1-(3,5-bis(trifluoromethyl)phenyl)-5-(5,6-dichloro-1,2,3,4-tetrahydroquinoline-1-carbonyl)-3,4-dihydroxypyrrolidin-2-one FC(C=1C=C(C=C(C1)C(F)(F)F)N1C([C@H]([C@H]([C@H]1C(=O)N1CCCC2=C(C(=CC=C12)Cl)Cl)O)O)=O)(F)F